C(C=C)(=O)NC=1C=C(C=CC1)C=1C=C(C=C2C=NC(=NC12)N)C1=CC=C(C(=O)NC2=NC=CC=C2)C=C1 4-(8-(3-acrylamidophenyl)-2-aminoquinazolin-6-yl)-N-(pyridin-2-yl)benzamide